1-(2-methoxyphenyl)piperazine COC1=C(C=CC=C1)N1CCNCC1